S1C2=C(C=C1)C(=CC=C2)N2CCN(CC2)CCCCOC2=CC=C1C=CC(N(C1=C2)C(CCCCCCCCCC)=O)=O 7-(4-(4-(benzo[b]thiophen-4-yl)piperazin-1-yl)butoxy)-1-undecanoylquinolin-2(1H)-one